methylruthenium dichloride C[Ru](Cl)Cl